(5'S,7a'R)-5'-(1-methyl-1H-pyrazol-4-yl)-3'-oxo-5',7a'-dihydro-3'H-spiro[piperidine-4,2'-pyrrolo[2,1-b]oxazole]-1-carboxylic acid benzyl ester C(C1=CC=CC=C1)OC(=O)N1CCC2(C(N3[C@H](O2)C=C[C@H]3C=3C=NN(C3)C)=O)CC1